COC(=O)C=1C(=C(C=C2CCCNC12)Cl)F.ClC=1C=C2CCCN(C2=C(C1F)C(=O)OC)CC1=CC=C(C=C1)F Methyl 6-chloro-7-fluoro-1-[(4-fluorophenyl)methyl]-3,4-dihydro-2H-quinoline-8-carboxylate Methyl-6-chloro-7-fluoro-1,2,3,4-tetrahydroquinoline-8-carboxylate